C(C)(=O)C1(C2=C(NC3=C(N1)C=C(C=C3)OC)CCCC2=O)C 11-acetyl-8-methoxy-11-methyl-2,3,4,5,10,11-hexahydro-1H-dibenzo[b,e][1,4]diazepin-1-one